N-({4-[(1,1-dioxidotetrahydro-2H-thiopyran-4-yl)amino]-3-nitrophenyl}sulfonyl)-2-(1H-pyrrolo[2,3-b]pyridin-5-yloxy)benzamide O=S1(CCC(CC1)NC1=C(C=C(C=C1)S(=O)(=O)NC(C1=C(C=CC=C1)OC=1C=C2C(=NC1)NC=C2)=O)[N+](=O)[O-])=O